3-(4-{[7-(difluoromethoxy)-4-quinazolinyl]oxy}phenyl)-1-[5-(trifluoromethyl)-3-pyridinyl]-2,4-imidazolidinedione FC(OC1=CC=C2C(=NC=NC2=C1)OC1=CC=C(C=C1)N1C(N(CC1=O)C=1C=NC=C(C1)C(F)(F)F)=O)F